4-methyl-N-[[3-methyl-2-(3-methyl-2-pyridyl)-1H-indol-5-yl]methyl]pyrimidine-5-carboxamide CC1=NC=NC=C1C(=O)NCC=1C=C2C(=C(NC2=CC1)C1=NC=CC=C1C)C